N-[7-methoxy-4-(1-methyl-1H-pyrazol-4-yl)-1H-1,3-benzodiazol-2-yl]morpholine-4-carboxamide COC1=CC=C(C2=C1NC(=N2)NC(=O)N2CCOCC2)C=2C=NN(C2)C